N=1COOC1 3,4-dioxazole